C(CCC)[C@@]1(CS(C2=C(N(C1)C1=CC=CC=C1)C=C(C(=C2)CSCC(=O)O)OC)(=O)=O)C (S)-2-(((3-butyl-7-methoxy-3-methyl-1,1-dioxido-5-phenyl-2,3,4,5-tetrahydro-1,5-benzothiazepin-8-yl)methyl)thio)acetic acid